2,4-dipropyl-6-p-methylphenyl-1,3,5-triazine C(CC)C1=NC(=NC(=N1)CCC)C1=CC=C(C=C1)C